N[C@]1([C@@H](CC[C@H](C1)CCB(O)O)CN(CC)CC)C(=O)O |r| rac-(1R,2S,5R)-1-amino-5-(2-boronoethyl)-2-((diethylamino)methyl)cyclohexanecarboxylic acid